N-(cyclopropylmethyl)-2-[8-[(1-methylindazol-5-yl)amino]-1-oxo-2-isoquinolyl]acetamide C1(CC1)CNC(CN1C(C2=C(C=CC=C2C=C1)NC=1C=C2C=NN(C2=CC1)C)=O)=O